O1COC2=C1C=CC(=C2)N(C(C2=CC(=CC=C2)N2N=C(C(=C2OC2=CC=CC=C2)C=O)C(F)(F)F)=O)C N-(1,3-benzodioxol-5-yl)-3-[4-formyl-5-phenoxy-3-(trifluoromethyl)pyrazol-1-yl]-N-methyl-benzamide